C(C)C(COC(C=CC1=CC=C(C=C1)OC)=O)CCCC p-methoxycinnamic acid-2-ethylhexyl ester